FC(C1=NN=C(S1)N1C(N(C2=C1C=C(C(=C2)F)S(=O)(=O)NC2(CC2)C)CCOC)=O)F 3-[5-(difluoromethyl)-1,3,4-thiadiazol-2-yl]-6-fluoro-1-(2-methoxyethyl)-N-(1-methylcyclopropyl)-2-oxo-benzimidazole-5-sulfonamide